ClC1=NC=CC2=C1NC(C=1N2N=NC1C)C 6-chloro-3,4-dimethyl-4,5-dihydropyrido[3,4-e][1,2,3]triazolo[1,5-a]pyrazine